ClC=1C=C2C(NC(NC2=C(C1C1=CC=C(C=C1)F)SC[C@@H](CO)OC)=O)=O (R)-6-chloro-7-(4-fluorophenyl)-8-((3-hydroxy-2-methoxypropyl)thio)quinazoline-2,4(1H,3H)-dione